N1=CC(=CC=C1)C=1C=C(C=C(C1)C=1C=NC=CC1)C1=NC(=NC=C1)C (3,5-di-3-pyridylphenyl)-2-methylpyrimidine